ClC=1C=C2CN3C(=NC2=CC1)SC=C3CCl 7-chloro-3-(chloromethyl)-5H-thiazolo[2,3-b]Quinazoline